(R,R or S,S)-6-(3-fluoro-1-(oxetan-3-yl)piperidin-4-yl)-5-methyl-1-(1-methyl-1H-pyrazol-4-yl)-1H-indazole F[C@H]1CN(CC[C@@H]1C1=C(C=C2C=NN(C2=C1)C=1C=NN(C1)C)C)C1COC1 |o1:6|